(R)-2-amino-5-(2-(3-aminopyrrolidin-1-yl)pyrimidin-4-yl)-N-(2-(3-hydroxy-3-methylbut-1-yn-1-yl)pyridin-4-yl)nicotinamide NC1=C(C(=O)NC2=CC(=NC=C2)C#CC(C)(C)O)C=C(C=N1)C1=NC(=NC=C1)N1C[C@@H](CC1)N